2,4-bis(4-Aminophenoxy)-6-hydroxy-1,3,5-triazine NC1=CC=C(OC2=NC(=NC(=N2)OC2=CC=C(C=C2)N)O)C=C1